C[C@@]1(OC2=C(C(=C(C(=C2CC1)C)O)C)C)CCC[C@@H](CCC[C@@H](CCCC(C)C)C)C (2R)-2,5,7,8-tetramethyl-2-[(4R,8R)-4,8,12-trimethyltridecyl]-3,4-dihydro-2H-chromen-6-ol